C(C)(C)(C)OC(=O)N1CCC=2C=C(C(=NC2C1)OCC1=C(C=C(C=C1)Cl)F)NC 2-((4-chloro-2-fluorobenzyl)oxy)-3-(methylamino)-5,8-dihydro-1,7-naphthyridine-7(6H)-carboxylic acid tert-butyl ester